(2S)-2-{4'-Cyclobutoxy-[1,1'-biphenyl]-4-yl}-3-hydroxy-N-[(1R)-1-phenylethyl]propenamide C1(CCC1)OC1=CC=C(C=C1)C1=CC=C(C=C1)C(C(=O)N[C@H](C)C1=CC=CC=C1)=CO